CN(CC(=O)O)C1CCOCC1 N-methyl-N-(tetrahydro-2H-pyran-4-yl)-glycine